OC1=C(C=C(C=C1)C)C(=O)C1=CC=C(C=C1)[N+](=O)[O-] (2-hydroxy-5-methylphenyl)(4-nitrophenyl)methanone